(1r,3s)-N-{[3-(4-{[(3S,4R)-3-fluoro-1-methylpiperidin-4-yl]amino}-1-(2,2,2-trifluoroethyl)-1H-indol-2-yl)-1,2,4-oxadiazol-5-yl]methyl}-3-methylcyclobutane-1-carboxamide F[C@H]1CN(CC[C@H]1NC1=C2C=C(N(C2=CC=C1)CC(F)(F)F)C1=NOC(=N1)CNC(=O)C1CC(C1)C)C